ethyl 3-(2-methyl-1-(((trifluoromethyl) sulfonyl) oxy) propan-2-yl)-1,2,4-oxadiazole-5-carboxylate CC(COS(=O)(=O)C(F)(F)F)(C)C1=NOC(=N1)C(=O)OCC